(6-(6,6-dimethyl-3-azabicyclo[3.1.0]hexane-3-yl)pyridin-3-yl)(3-(4-methyl-6-((5-methyl-1H-pyrazol-3-yl)amino)pyrimidin-2-yl)-3,8-diazabicyclo[3.2.1]octane-8-yl)methanone CC1(C2CN(CC12)C1=CC=C(C=N1)C(=O)N1C2CN(CC1CC2)C2=NC(=CC(=N2)C)NC2=NNC(=C2)C)C